C(C)N1C(C(C2=CC(=CC=C12)C)=O)=O 1-Ethyl-5-methylindole-2,3-dione